CN(CCC1=C(NC(=C1C(=O)N)C1=C(C=CC=C1)[N+](=O)[O-])C1=CC=C(C=C1)SC)C (2-(dimethylamino)ethyl)-2-(4-(methylsulfanyl)phenyl)-5-(2-nitrophenyl)Azole-4-carboxamide